CC1=CC=CC(=N1)C1=C(N=CN1)C=1C=C2C=C(C=NC2=CC1)C1=CC=C(C=N1)C(=O)OCCN1C[C@@H](CC1)N 2-[(3R)-3-aminopyrrolidin-1-yl]ethyl 6-[6-[5-(6-methyl-2-pyridyl)-1H-imidazol-4-yl]-3-quinolyl]pyridine-3-carboxylate